F[C@]1(CN(CC[C@H]1O)C1=NC=CC(=N1)NC=1N=CC2=C(N=CC(=C2C1)C(C)C)C1=NN(C(=N1)C)COCC[Si](C)(C)C)C (3S,4R)-3-fluoro-1-(4-((5-isopropyl-8-(5-methyl-1-((2-(trimethylsilyl)ethoxy)methyl)-1H-1,2,4-triazol-3-yl)-2,7-naphthyridin-3-yl)amino)pyrimidin-2-yl)-3-methylpiperidin-4-ol